FC(C1=NN(C(=C1)C)C1=CC=C(CN2N=CC=3C2=NC(=NC3)C=3C(=NC=CC3)C(C)C)C=C1)F 1-(4-(3-(difluoromethyl)-5-methyl-1H-pyrazol-1-yl)benzyl)-6-(2-isopropylpyridin-3-yl)-1H-pyrazolo[3,4-d]pyrimidine